C(CCCCC(C)C)/C(=C(/C(=O)[O-])\CCCCCC(C)C)/C(=O)[O-].C(CCCCCCC)[Sn+2]CCCCCCCC dioctyltin diisooctylmaleate